(S)-11-((R)-1-(3-(chloromethyl)-3-(hydroxymethyl)cyclobutyl)pyrrolidin-3-yl)-4-ethyl-8-fluoro-4-hydroxy-1H-pyrano[3',4':6,7]indolizino[2,1-b]quinoline-3,6,14(4H,11H,12H)-trione ClCC1(CC(C1)N1C[C@@H](CC1)N1C2=C(C(C3=CC(=CC=C13)F)=O)C1=CC3=C(C(N1C2)=O)COC([C@]3(O)CC)=O)CO